tert-butyl (5R,6S)-2,2-difluoro-6-methyl-5-(((5-(trifluoromethyl)pyrimidin-2-yl)amino)methyl-d2)morpholine-4-carboxylate FC1(CN([C@@H]([C@@H](O1)C)C([2H])([2H])NC1=NC=C(C=N1)C(F)(F)F)C(=O)OC(C)(C)C)F